octahydro-1H-cyclopenta[c]pyridine C1NCCC2C1CCC2